FC1=NN(C=C1C1=CN=C2N1N=C(C=C2)N)C([2H])([2H])[2H] 3-(3-fluoro-1-(methyl-d3)-1H-pyrazol-4-yl)imidazo[1,2-b]pyridazin-6-amine